(R)-6-(3-cyanopyrrolo[1,2-b]pyridazin-7-yl)-4-((1-(5-(difluoromethyl)-1,3,4-oxadiazol-2-yl)-2-oxabicyclo[2.2.2]octan-4-yl)amino)-N-(2-fluoro-3-hydroxy-3-methylbutyl)nicotinamide C(#N)C1=CC=2N(N=C1)C(=CC2)C2=NC=C(C(=O)NC[C@H](C(C)(C)O)F)C(=C2)NC21COC(CC2)(CC1)C=1OC(=NN1)C(F)F